6-(2,2-difluoroethoxy)pyrazolo[1,5-a]Pyridine-3-carbonitrile FC(COC=1C=CC=2N(C1)N=CC2C#N)F